C(C)(C)(C)[Mg]C(C)(C)C di-tert-butylmagnesium